C(C)(C)(C)N(C(O)=O)[C@@H](C)C(CC([2H])([2H])OC1=NC=CC(=C1)Br)(F)F.[N+](=O)([O-])C1=CC=C(S1)C(=O)NC1=C2C(=NC(=N1)C=1C=NC=NC1)N(N=C2)C2=CC=CC=C2 5-nitro-N-(1-phenyl-6-(pyrimidin-5-yl)-1H-pyrazolo[3,4-d]pyrimidin-4-yl)thiophene-2-carboxamide tertbutyl-(S)-(5-((4-bromopyridin-2-yl)oxy)-3,3-difluoropentan-2-yl-5,5-d2)carbamate